5-(2-amino-4-oxo-3-(2-(trifluoromethyl)phenyl)-3,4-dihydro-quinazolin-6-yl)-N-(2,4-difluorophenyl)-2-methoxypyridine-3-sulfonamide NC1=NC2=CC=C(C=C2C(N1C1=C(C=CC=C1)C(F)(F)F)=O)C=1C=C(C(=NC1)OC)S(=O)(=O)NC1=C(C=C(C=C1)F)F